Di-n-butoxyhafnium diethoxide [O-]CC.[O-]CC.C(CCC)O[Hf+2]OCCCC